IC1=C(C(=CC(=C1)C(C(F)(F)F)(C(F)(F)F)F)C(F)(F)F)NC(C1=C(C(=CC=C1)N(C(C1=CC=C(C=C1)Br)=O)CC1CC1)F)=O N-(2-Iodo-4-(perfluoropropan-2-yl)-6-(trifluoromethyl)phenyl)-3-(4-bromo-N-(cyclopropylmethyl)benzamido)-2-fluorobenzamid